7-fluoro-6-[4-(1-methyl-4-piperidinyl)phenyl]indazole FC=1C(=CC=C2C=NNC12)C1=CC=C(C=C1)C1CCN(CC1)C